N,N',N''-trimethyl-N,N',N''-trimethylolmelamine CN(C1=NC(=NC(=N1)N(CO)C)N(CO)C)CO